FC(C1=NC2=CC=C(C=C2N=C1)C(C)=O)(F)F 1-(2-(trifluoromethyl)quinoxalin-6-yl)ethan-1-one